1,2,3-indantrione C1(C(C(C2=CC=CC=C12)=O)=O)=O